(S)-N-(4-((4-methylpiperazin-1-yl)methyl)-3-(trifluoromethyl)phenyl)-5-((6-((tetrahydrofuran-3-yl)oxy)imidazo[1,2-b]pyridazin-3-yl)ethynyl)nicotinamide CN1CCN(CC1)CC1=C(C=C(C=C1)NC(C1=CN=CC(=C1)C#CC1=CN=C2N1N=C(C=C2)O[C@@H]2COCC2)=O)C(F)(F)F